C(#N)CC=1C2=C(S(C1)=O)C(=CC=C2)N[C@@H]2[C@@H](CN(CC2)C)F 3-(cyanomethyl)-7-(((3R,4S)-3-fluoro-1-methylpiperidin-4-yl)amino)-1-oxidobenzo[b]thiophen